3-[(4,4-diethyl-2-imino-6-oxo-hexahydropyrimidin-1-yl)methyl]-N-(3,3-dimethylchroman-4-yl)benzamide C(C)C1(NC(N(C(C1)=O)CC=1C=C(C(=O)NC2C(COC3=CC=CC=C23)(C)C)C=CC1)=N)CC